N-(3,5-difluoro-4-((6-methoxy-7-(2-(methylamino)ethoxy)quinolin-4-yl)oxy)phenyl)-4-isopropoxypyridine-3-carboxamide FC=1C=C(C=C(C1OC1=CC=NC2=CC(=C(C=C12)OC)OCCNC)F)NC(=O)C=1C=NC=CC1OC(C)C